tetradecanoic acid-d27 tert-butyl-2-((benzyloxy)methyl)-3-(2-bromo-6-chloropyridin-4-yl)piperazine-1-carboxylate C(C)(C)(C)OC(=O)N1C(C(NCC1)C1=CC(=NC(=C1)Cl)Br)COCC1=CC=CC=C1.C(C(C(C(C(C(C(C(C(C(C(C(C(C([2H])([2H])[2H])([2H])[2H])([2H])[2H])([2H])[2H])([2H])[2H])([2H])[2H])([2H])[2H])([2H])[2H])([2H])[2H])([2H])[2H])([2H])[2H])([2H])[2H])([2H])[2H])(=O)O